2-{[6-butyl-4-(3-fluorophenyl)quinolin-2-yl](methyl)amino}acetic acid C(CCC)C=1C=C2C(=CC(=NC2=CC1)N(CC(=O)O)C)C1=CC(=CC=C1)F